tert-butyl (3-(1H-pyrrolo[2,3-c]pyridin-5-yl)imidazo[1,2-a]pyridin-6-yl)(methyl)carbamate N1C=CC=2C1=CN=C(C2)C2=CN=C1N2C=C(C=C1)N(C(OC(C)(C)C)=O)C